sodium benzothiazolesulfinate S1C(=NC2=C1C=CC=C2)S(=O)[O-].[Na+]